ClC=1C=CC=C2C=CC=C(C12)N1CC=2N=C(N=C(C2CC1)N1C[C@@H](NCC1)CC#N)OC[C@]12CCCN2C[C@@H](C1)F 2-((S)-4-(7-(8-chloronaphthalen-1-yl)-2-(((2R,7aS)-2-fluorotetrahydro-1H-pyrrolizin-7a(5H)-yl)methoxy)-5,6,7,8-tetrahydropyrido[3,4-d]pyrimidin-4-yl)piperazin-2-yl)acetonitrile